FC1=C(C=CC=C1)\C=N\C=1NC(=C(N1)C=1C=C2C(=NN(C2=CC1)C1OCCCC1)C)C1=NC(=CC=C1)C (E)-1-(2-fluorophenyl)-N-(4-(3-methyl-1-(tetrahydro-2H-pyran-2-yl)-1H-indazol-5-yl)-5-(6-methylpyridin-2-yl)-1H-imidazol-2-yl)methanimine